C(CCC(CO)O)O 1,4,5-pentanetriol